isothiocyanato(2H3)methane N(=C=S)C([2H])([2H])[2H]